C1(=CC=CC=C1)C1=NC(=CC(=C1)C1=CC=C(C=C1)C)C1=CC=CC=C1 2,6-diphenyl-4-(4-methylphenyl)pyridine